FC(=C(C(=O)O)F)C(=O)O difluoro-butenedioic acid